10-azidodecanol N(=[N+]=[N-])CCCCCCCCCCO